C1(CCCCC1)N1CCN(CC1)C1=CC=C(C(=O)N)C=C1 4-(4-cyclohexylpiperazin-1-yl)-benzamide